C[C@@H]\1[C@H](C(C(CCCCC[C@H](/C=C1)OC(=O)N1CCN(CC1)C)=O)=O)\C(\C)=C\C=C\[C@H](C)C1=NC=CC=C1 4-methylpiperazine-1-carboxylic acid [(2s,3s,4e,6r)-3-methyl-12-oxo-2-[(2e,4e,6s)-6-pyridin-2-yl-hept-2,4-dien-2-yl]-1-oxocyclododec-4-en-6-yl] ester